C(C\C=C\CCCCC)(=O)O trans-3-nonenoic acid